CC(C(=O)O)CC(=O)O.C(CCC(=O)O)(=O)OC Monomethyl succinate (monomethyl succinate)